{4'-(dibenzofuran-4-yl)-[1,1'-biphenyl]-4-yl}-4-(naphthalen-1-yl)phenyl-phenanthren-9-yl-amine C1=CC=C(C=2OC3=C(C21)C=CC=C3)C3=CC=C(C=C3)C3=CC=C(C=C3)N(C=3C2=CC=CC=C2C=2C=CC=CC2C3)C3=CC=C(C=C3)C3=CC=CC2=CC=CC=C32